(R)-2-(2-fluoro-4-(pyrrolidin-2-yl)phenyl)-N-(1-methylpiperidin-4-yl)benzo[d]imidazo[2,1-b]thiazole-7-carboxamide dihydrochloride Cl.Cl.FC1=C(C=CC(=C1)[C@@H]1NCCC1)C=1N=C2SC3=C(N2C1)C=CC(=C3)C(=O)NC3CCN(CC3)C